(E)-2-benzylideneoctaldehyde C(/C1=CC=CC=C1)=C(\C=O)/CCCCCC